2-(3-(1-((R)-1-(2,6-dichloro-3-cyclopropylphenyl)ethyl)-1H-imidazo[4,5-c]pyridin-6-yl)pyridin-2-yl)propionic acid ClC1=C(C(=CC=C1C1CC1)Cl)[C@@H](C)N1C=NC=2C=NC(=CC21)C=2C(=NC=CC2)C(C(=O)O)C